The molecule is a (3R)-3-hydroxyacyl-CoA that results from the formal condensation of the thiol group of coenzyme A with the 3-carboxy group of (3R)-3-carboxy-3-hydroxypropanoic acid. It derives from a (R)-malic acid. It is a conjugate acid of a (3R)-3-carboxy-3-hydroxypropanoyl-CoA(5-). CC(C)(COP(=O)(O)OP(=O)(O)OC[C@@H]1[C@H]([C@H]([C@@H](O1)N2C=NC3=C(N=CN=C32)N)O)OP(=O)(O)O)[C@H](C(=O)NCCC(=O)NCCSC(=O)C[C@H](C(=O)O)O)O